C([C@H]([C@H](C([C@@H]([C@@H](CO)O)O)O)O)O)O The molecule is a heptitol that is heptane-1,2,3,4,5,6,7-heptol that has R-configuration at positions 2, 3, 5 and 6. It has a role as a metabolite.